COC=1C=C(C=C(C1)OC)N[C@H]1CN(CCC1)CC(F)(F)F (R)-N-(3,5-Dimethoxyphenyl)-1-(2,2,2-trifluoroethyl)piperidin-3-amine